C(#N)[C@H](C[C@H]1C(NCC1)=O)NC(=O)[C@@H]1[C@H]2C([C@H]2CN1C(C(CCC(F)(F)F)NC(C(F)(F)F)=O)=O)(C)C (1R,2S,5S)-N-{(1S)-1-cyano-2-[(3S)-2-oxopyrrolidin-3-yl]ethyl}-6,6-dimethyl-3-[5,5,5-trifluoro-2-(2,2,2-trifluoroacetylamino)pentanoyl]-3-azabicyclo[3.1.0]hexane-2-carboxamide